C(C1=CC=CC=C1)(=O)N1CCC2(CCN(C2=O)CC2=CC=CC=C2)CC1 8-benzoyl-2-benzyl-2,8-diazaspiro[4.5]decan-1-one